C(C)OC(=O)C=1N(C2=C(C=CC=C2C1)OCC1=CC=CC=C1)CC1CC1 7-benzyloxy-1-(cyclopropylmethyl)-1H-indole-2-carboxylic acid ethyl ester